C1=CC(=CC=C1N)S(=O)(=O)[N-]C2=NC=CS2.[Ag+] Sulfathiazole Silver